NC=1C=2N(C=CN1)C(=NC2C2=C(C=C(C=C2)C(C)(O)C2=CC(=CC=C2)C(F)F)F)[C@H]2CN1C(C(C[C@@H]1CC2)(C)C)=O (6R,8aS)-6-[8-amino-1-(4-{1-[3-(difluoromethyl)phenyl]-1-hydroxyethyl}-2-fluorophenyl)imidazo[1,5-a]pyrazin-3-yl]-2,2-dimethylhexahydroindolizin-3(2H)-one